1-((1,2,3,5,6,7-hexahydro-s-indacen-4-yl)carbamoyl)pyrrolidine-3-carboxylic acid ethyl ester C(C)OC(=O)C1CN(CC1)C(NC1=C2CCCC2=CC=2CCCC12)=O